(2S,4r)-N-[1-(4-bromo-3-fluoro-phenyl)-2-hydroxy-ethyl]-1-[(2S)-2-(4-cyclopropyltriazol-1-yl)-3,3-dimethyl-butyryl]-4-hydroxy-pyrrolidine-2-carboxamide BrC1=C(C=C(C=C1)C(CO)NC(=O)[C@H]1N(C[C@@H](C1)O)C([C@H](C(C)(C)C)N1N=NC(=C1)C1CC1)=O)F